ClC=1N=NC(=CC1)OC1CCN(CC1)C1COC1 3-chloro-6-[[1-(oxetan-3-yl)-4-piperidyl]oxy]pyridazine